methyl-1,3-bis(trimethylsilyl)-1,3-diaza-2-silacyclopentane C[SiH]1N(CCN1[Si](C)(C)C)[Si](C)(C)C